C(C)(C)(CC)O tert-Amylalcohol